[Si](C1=CC=CC=C1)(C1=CC=CC=C1)(C(C)(C)C)OCC1=C(CN(C(OCC#C)=O)CC#C)C=C(C=C1)[N+](=O)[O-] prop-2-yn-1-yl 2-(((tert-butyldiphenylsilyl)oxy)methyl)-5-nitrobenzyl(prop-2-yn-1-yl)carbamate